Methyl 3-[(3-ethoxy-3-oxo-propanoyl)-methyl-amino]-3-methyl-butanoate C(C)OC(CC(=O)N(C(CC(=O)OC)(C)C)C)=O